2-keto-ethylamine O=CCN